N1C(=NC=C1)C1CCN(CC1)C(=O)C1=NC2=CC=C(C=C2C(=C1)C(=O)N1CCCCC1)OCC=1SC2=C(N1)C=CC=C2 (4-(1H-imidazol-2-yl)-piperidin-1-yl)(6-(benzo-[d]thiazol-2-ylmethoxy)-4-(piperidine-carbonyl)-quinolin-2-yl)methanone